C1(CCCC1)N1C(=CC2=C1N=C(N=C2)NC2=NC=C(C=C2)N2CCN(CC2)C[C@H](C)O)C(=O)O 7-cyclopentyl-2-{5-[4-((S)-2-hydroxypropyl)-piperazin-1-yl]-pyridin-2-ylamino}-7H-pyrrolo[2,3-d]pyrimidine-6-carboxylic acid